5,5'-(2-[18F]Fluorotrimethylenedioxy)bis(4-oxochromene-2-carboxylic Acid) Sodium Salt [Na+].[18F]C(COC1=C2C(C=C(OC2=CC=C1)C(=O)[O-])=O)COC1=C2C(C=C(OC2=CC=C1)C(=O)[O-])=O.[Na+]